methyl 3-(9-((4-(aminomethyl)-2-(isopentylcarbamoyl)-6-methylphenyl)carbamoyl)-4,5-dihydrobenzo[b]thieno[2,3-d]oxepin-8-yl)-6-(propylcarbamoyl)picolinate NCC1=CC(=C(C(=C1)C)NC(=O)C1=CC2=C(OCCC3=C2SC=C3)C=C1C=1C(=NC(=CC1)C(NCCC)=O)C(=O)OC)C(NCCC(C)C)=O